O[C@@H]1CN(CC[C@@H]1O)C1=CC=C(C=N1)C=1C=C(C=2N(C1)N=CC2C#N)O[C@H](C)C2=NC=C(C=C2)F 6-(6-((3R,4S)-3,4-dihydroxypiperidin-1-yl)pyridin-3-yl)-4-((R)-1-(5-fluoropyridin-2-yl)ethoxy)pyrazolo[1,5-a]pyridine-3-carbonitrile